FC=1C(=C(C=C(C1)CC(C)C)N1C[C@@H](N(CC1)C(C)C1=NC=CC=C1)C)C=1N=NNN1 (2S)-4-[3-fluoro-5-isobutyl-2-(2H-tetrazol-5-yl)phenyl]-2-methyl-1-[1-(2-pyridyl)ethyl]-piperazine